C(#N)C=1C=NN2C1C(=CC(=C2)C=2C=NN(C2)[C@H]2CN(CC2)C(=O)C2CC(C2)NC(C=C)=O)OC N-((1R,3r)-3-((R)-3-(4-(3-cyano-4-methoxypyrazolo[1,5-a]pyridin-6-yl)-1H-pyrazol-1-yl)pyrrolidine-1-carbonyl)cyclobutyl)acryl-amide